4-((2S,3S,4S,5S)-3-(4-fluoro-2-methoxyphenyl)-4,5-dimethyl-5-(trifluoromethyl)tetrahydrofuran-2-carboxamido)picolinamide FC1=CC(=C(C=C1)[C@H]1[C@H](O[C@@]([C@H]1C)(C(F)(F)F)C)C(=O)NC1=CC(=NC=C1)C(=O)N)OC